ClC1=C(C(=CC(=C1)C#N)Cl)NC=1N(C2=NC(=NC=C2N1)N[C@H]1C[C@@H](CCC1)O)C1CCC(CC1)(C(=O)N)C (1S,4s)-4-(8-(2,6-dichloro-4-cyanophenylamino)-2-((1R,3R)-3-hydroxycyclohexylamino)-9H-purin-9-yl)-1-methylcyclohexanecarboxamide